COC(C(=CC1=CC=CC=C1)C=1N=NN(C1)CC1=CC=C(C=C1)OC)=O (1-(4-methoxybenzyl)-1H-1,2,3-triazol-4-yl)cinnamic acid methyl ester